C(#N)C1=C(C=C(C=C1)N1C(N(C(C1=O)(C)C)C1=CC(=C(OCCN2C[C@H](N(CC2)CC(=O)N)C)C=C1)CC(F)F)=S)C(F)(F)F 2-((R)-4-(2-(4-(3-(4-cyano-3-(trifluoromethyl)phenyl)-5,5-dimethyl-4-oxo-2-thioxoimidazolidin-1-yl)-2-(2,2-difluoroethyl)phenoxy)ethyl)-2-methylpiperazin-1-yl)acetamide